2-methyl-N-((R)-1-(2-(1-methyl-1H-pyrazol-4-yl)quinolin-4-yl)ethyl)-5-(1-oxo-2,6-diazaspiro[4.5]decan-2-yl)benzamide CC1=C(C(=O)N[C@H](C)C2=CC(=NC3=CC=CC=C23)C=2C=NN(C2)C)C=C(C=C1)N1C(C2(CC1)NCCCC2)=O